4-(6-bromo-8-fluoroquinolin-2-yl)morpholine BrC=1C=C2C=CC(=NC2=C(C1)F)N1CCOCC1